CC1(CCN(CC1)C=1N=C2N(C(C1)=O)C=CC=C2C(C)NC2=C(C(=O)OC(C)(C)C)C=CC=C2)C tert-butyl 2-((1-(2-(4,4-dimethylpiperidin-1-yl)-4-oxo-4H-pyrido[1,2-a]pyrimidin-9-yl)ethyl)amino)benzoate